[NH2+]1CCCCCC1 hexahydro-1H-azepinium